(-)-1-(benzo[d]oxazol-2-yl)-3-[(3S*,4R*)-4-(2,6-difluoro-4-methoxy-phenyl)-2-oxo-pyrrolidin-3-yl]urea O1C(=NC2=C1C=CC=C2)NC(=O)N[C@@H]2C(NC[C@H]2C2=C(C=C(C=C2F)OC)F)=O |o1:13,17|